N,N'-diformylpiperazin C(=O)N1CCN(CC1)C=O